FC(OCC[C@@H](CCCN1C(C2=CC(=C(C=C2C=C1)C1=NC=C(C=N1)C(F)(F)F)F)=O)NC=1C=NNC(C1C(F)(F)F)=O)F (R)-2-(6-(difluoromethoxy)-4-((6-oxo-5-(trifluoromethyl)-1,6-dihydropyridazin-4-yl)amino)hexyl)-7-fluoro-6-(5-(trifluoromethyl)pyrimidin-2-yl)isoquinolin-1(2H)-one